FC=1C=CC(=C(C(=O)Cl)C1)N1N=CC=N1 5-fluoro-2-(2H-1,2,3-triazol-2-yl)benzoyl chloride